FC(C=1C=2N(N=C(C1)C=1C=C(C=3C(=NN(N3)C3CCNCC3)C1)F)C=C(N2)C)F 6-[8-(difluoromethyl)-2-methyl-imidazo[1,2-b]pyridazin-6-yl]-4-fluoro-2-(4-piperidyl)benzotriazole